(S)-1-(1-(6,7-difluoro-1-oxo-1,2-dihydroisoquinolin-4-yl)ethyl)-1-methyl-3-phenylurea FC=1C=C2C(=CNC(C2=CC1F)=O)[C@H](C)N(C(=O)NC1=CC=CC=C1)C